2-benzyl-7-fluoroimidazo[1,2-c]quinazolin-5-amine C(C1=CC=CC=C1)C=1N=C2N(C(=NC=3C(=CC=CC23)F)N)C1